OC1=C(C(N(C2=CC=CC=C12)CC)=O)C(=O)NNC(CCCCCCCCCCCCCCC)=O 4-hydroxy-1-ethyl-N'-palmitoyl-2-oxo-1,2-dihydroquinoline-3-carbohydrazide